dimethyl [2,2'-bipyridine]-4,4'-dicarboxylate N1=C(C=C(C=C1)C(=O)OC)C1=NC=CC(=C1)C(=O)OC